2-((2-(ethylamino)ethyl)amino)-4-fluorobenzamide C(C)NCCNC1=C(C(=O)N)C=CC(=C1)F